O1C(=CC=C1)C(=O)O\N=C\C1=CC(=C(C(=C1)OC)O)OC (E)-4-hydroxy-3,5-dimethoxybenzaldehyde O-furan-2-carbonyl oxime